S(=O)(=O)(ON1[C@@H]2CC[C@H](N(C1=O)C2)C(NC(COC2CNCC2)=O)=N)O (2S,5R)-7-oxo-2-(N-(2-(pyrrolidin-3-yloxy) acetyl) carbamimidoyl)-1,6-diazabicyclo[3.2.1]octan-6-yl hydrogen sulfate